4-(5-amino-1-(1-(but-2-ynyl)pyrrolidin-3-yl)imidazo[1,5-c]pyrimidin-3-yl)-N-(4-cyanopyridin-2-yl)benzamide NC1=NC=CC=2N1C(=NC2C2CN(CC2)CC#CC)C2=CC=C(C(=O)NC1=NC=CC(=C1)C#N)C=C2